FC=1C(=CC(=NC1)OC)C1=C(C=2CCC2C=C1)N 3-(5-fluoro-2-methoxypyridin-4-yl)bicyclo[4.2.0]Octa-1(6),2,4-trien-2-amine